NC1=NC(=C(C(=N1)NCCCC)CC=1C=C(C(=O)NCCCC(=O)O)C=CC1OC)C 4-(3-((2-amino-4-(butylamino)-6-methylpyrimidin-5-yl)methyl)-4-methoxy-benzamido)butanoic acid